C[Si](Cl)(C1C(=CC(=C1)C)C)C dimethyl-2,4-dimethylcyclopentadienyl-chlorosilane